O1N=CC=C1C1=CC=CC(=N1)C(=O)NC1CCC(CC1)OC 6-(isoxazol-5-yl)-N-((1r,4r)-4-methoxycyclohexyl)picolinamide